tert-butylpiperazine-1-carboxylate hydrochloride Cl.C(C)(C)(C)OC(=O)N1CCNCC1